C(C)(C)(C)NS(=O)(=O)C1=CC(=CC=C1)NC1=NC(=NC=C1C)NC1=CC=C(C=C1)N1CCN(CC1)CC=1C=C2CN(C(C2=CC1)=O)C1C(NC(CC1)=O)=O N-(tert-butyl)-3-((2-((4-(4-((2-(2,6-dioxopiperidin-3-yl)-1-oxoisoindolin-5-yl)methyl)piperazin-1-yl)phenyl)amino)-5-methylpyrimidin-4-yl)amino)benzenesulfonamide